propynonitrile C(C#C)#N